ClC=1C=C(C(=O)N2CC=3C(=NN4C3C(N(C=C4)[C@H](C)C4=CC=C(C=C4)OC(F)F)=O)C[C@H]2C)C=CC1Cl (R)-2-(3,4-dichlorobenzoyl)-9-((R)-1-(4-(difluoromethoxy)phenyl)ethyl)-3-methyl-1,2,3,4-tetrahydropyrido[4',3':3,4]Pyrazolo[1,5-a]Pyrazin-10(9H)-one